(3R,4S)-3-[(R)-1-hydroxyethyl]-4-acetyl-N-p-methoxyphenyl-azetidin-2-one O[C@H](C)[C@@H]1C(N([C@@H]1C(C)=O)C1=CC=C(C=C1)OC)=O